ClC=1C(=C(NC=2C3=C(N=CN2)C=C(C(=N3)N3CC(C3)NC(C=C)=O)OC)C=CC1)F N-[1-[4-(3-chloro-2-fluoro-anilino)-7-methoxy-pyrido[3,2-d]pyrimidin-6-yl]azetidin-3-yl]prop-2-enamide